N5-((1S,2S)-2-(methoxymethyl)cyclopropyl)-N7,3-dimethyl-3-phenyl-2,3-dihydrobenzofuran-5,7-dicarboxamide COC[C@@H]1[C@H](C1)NC(=O)C=1C=C(C2=C(C(CO2)(C2=CC=CC=C2)C)C1)C(=O)NC